5-(6-(6-chloro-5-methyl-2-(trifluoromethyl)pyrimidin-4-yl)-5,6,7,8-tetrahydro-1,6-naphthyridin-3-yl)-N,N-dimethylpyridin-2-amine ClC1=C(C(=NC(=N1)C(F)(F)F)N1CC=2C=C(C=NC2CC1)C=1C=CC(=NC1)N(C)C)C